ClC1=C(C=2N=C(N=C(C2C=N1)N1CCCOC2CC12)OCC1(CC1)CO)F [1-[[7-chloro-8-fluoro-4-(2-oxa-6-azabicyclo[5.1.0]octan-6-yl)pyrido[4,3-d]pyrimidin-2-yl]oxymethyl]cyclopropyl]methanol